dibutyl-dodecylphosphonium C(CCC)[PH+](CCCCCCCCCCCC)CCCC